(4S)-7-(3,5-dimethylisoxazol-4-yl)-9-(6-hydroxypyridin-3-yl)-4-pyridin-2-yl-4,5-dihydroimidazo[1,5,4-de][1,4]benzoxazin-2(1H)-one CC1=NOC(=C1C1=CC(=C2C=3N([C@H](COC31)C3=NC=CC=C3)C(N2)=O)C=2C=NC(=CC2)O)C